C(\C=C\C(=O)O)(=O)O.COC1=C(CNCCC2=CNC3=NC=C(C=C32)C#N)C=CC=C1 3-(2-((2-methoxybenzyl)amino)ethyl)-1H-pyrrolo[2,3-b]pyridine-5-carbonitrile fumarate salt